Benzyl N-benzyl-N-[(s)-cyclopropyl-[(2S)-6-hydroxy-5-iodo-tetrahydropyran-2-yl]methyl]carbamate C(C1=CC=CC=C1)N(C(OCC1=CC=CC=C1)=O)[C@H]([C@H]1OC(C(CC1)I)O)C1CC1